Methyl ((((1S,4R)-4-(2-amino-6-methoxy-9H-purin-9-yl)cyclopent-2-en-1-yl)methoxy)(4-fluorophenoxy)phosphoryl)-L-alaninate NC1=NC(=C2N=CN(C2=N1)[C@H]1C=C[C@H](C1)COP(=O)(OC1=CC=C(C=C1)F)N[C@@H](C)C(=O)OC)OC